2-((6-((3-Chloro-5-cyano-6-((3R,4R,5S)-4-fluoro-3,5-dimethylpiperidin-1-yl)pyridin-2-yl)amino)-2-oxo-1,2-dihydroquinolin-3-yl)oxy)-N-methylacetamide ClC=1C(=NC(=C(C1)C#N)N1C[C@H](C([C@H](C1)C)F)C)NC=1C=C2C=C(C(NC2=CC1)=O)OCC(=O)NC